NC1=C(C2=C(S1)C(C(CC2)(C2=CC=CC=C2)C2=CN=CO2)=O)C(=O)NC2CC2 2-Amino-N-cyclopropyl-6-(oxazol-5-yl)-7-oxo-6-phenyl-4,5,6,7-tetrahydrobenzo[b]thiophene-3-carboxamide